[1,3-Bis-(2,4,6-trimethylphenyl)-2-imidazolidinyliden]dichloro-(3-methyl-2-butenyliden)-bis(pyridin) CC1=C(C(=CC(=C1)C)C)N1C(N(CC1)C1=C(C=C(C=C1C)C)C)=CC(=CC(C1=NC=CC(=C1Cl)Cl)C1=NC=CC=C1)C